BrC=1C=CC2=C(CCNS2(=O)=O)C1 6-bromo-3,4-dihydro-2H-benzo[e][1,2]thiazine 1,1-dioxide